ClC1=C2C=CNC2=CC(=C1)NC(NCC1=CC(=NC=C1)OC1CCC1)=O 3-(4-chloro-1H-indol-6-yl)-1-[(2-cyclobutoxypyridin-4-yl)methyl]urea